(2R)-2-(benzyloxy)-2-(trifluoromethyl)pent-4-enehydrazide C(C1=CC=CC=C1)O[C@@](C(=O)NN)(CC=C)C(F)(F)F